N[C@@](C(=O)O)(CCCC=C)C (R)-2-amino-2-methylhept-6-enoic acid